5-fluoro-6-meth-oxy-2-methyl-pyridin-3-amine FC=1C=C(C(=NC1OC)C)N